FCCN1N=CC(=C1)B1OC(C(O1)(C)C)(C)C 1-(2-fluoroethyl)-4-(4,4,5,5-tetramethyl-1,3,2-dioxaborolan-2-yl)pyrazole